tert-butyl (1S,3R,5R)-6,6-difluoro-3-((6-(2-(methoxymethoxy)-4-(2-oxo-1,2-dihydropyridin-4-yl)phenyl)pyridazin-3-yl)(methyl)amino)-8-azabicyclo[3.2.1]octane-8-carboxylate FC1([C@H]2C[C@@H](C[C@@H](C1)N2C(=O)OC(C)(C)C)N(C)C=2N=NC(=CC2)C2=C(C=C(C=C2)C2=CC(NC=C2)=O)OCOC)F